C(C1=CC=CC=C1)OC=1C=C(C=CC1)C(C(CN(C)C)C)=O 1-(3-(benzyloxy)phenyl)-3-(dimethylamino)-2-methylpropan-1-one